2-[2-(aminocarbonyl)hydrazono]acetic acid NC(=O)NN=CC(=O)O